3-(2-azaspiro[3.3]hept-6-yl)oxyquinoline hydrochloride Cl.C1NCC12CC(C2)OC=2C=NC1=CC=CC=C1C2